4,5-dihydropyrrolo[3,4-c]pyrazol-6(2H)-one N=1NC=C2C1C(NC2)=O